[Cl-].C[NH+](C)CC N,N-dimethylethylammonium chloride